5-(difluoromethoxy)pyrazin-2-amine FC(OC=1N=CC(=NC1)N)F